tert-butyl (S)-(1-(5-(4-acetylphenyl)-3-methylthiophene-2-carbonyl)pyrrolidin-3-yl)carbamate C(C)(=O)C1=CC=C(C=C1)C1=CC(=C(S1)C(=O)N1C[C@H](CC1)NC(OC(C)(C)C)=O)C